N2-(1-(6-nitrobenzo[d][1,3]dioxol-5-yl)ethyl)oxycarbonylguanosine 5'-methylene(bisphosphonate) C(P(O)(O)=O)P(O)(=O)OC[C@@H]1[C@H]([C@H]([C@@H](O1)N1C=NC=2C(=O)NC(NC(=O)OC(C)C3=CC4=C(OCO4)C=C3[N+](=O)[O-])=NC12)O)O